C(C)(C)(C)C=1N=C(N(C1)C(=O)NC1CCCCC1)OC (tert-butyl)-N-cyclohexyl-2-methoxy-1H-imidazole-1-carboxamide